BrC1=CC=C(C=C1)C1=CC=C(C=2OC3=C(C21)C=CC=C3)C3=CC=C(C=C3)Cl 1-(4-bromophenyl)-4-(4-chlorophenyl)-dibenzofuran